C(#N)C1=CN=C2N1C(=CC(=C2)C=2N=NN(C2C)C2CCN(CC2)C(=O)OC(C)(C)C)OC(C)C2=NC(=C(C=C2)F)OCCOC tert-Butyl 4-[4-[3-cyano-5-[1-[5-fluoro-6-(2-methoxyethoxy)-2-pyridyl]ethoxy]imidazo[1,2-a]pyridin-7-yl]-5-methyl-triazol-1-yl]piperidine-1-carboxylate